CN(C1=CC=C(C=C1)P)C (4-Dimethylaminophenyl)phosphine